ClC1=C2C=C(NC2=NC=C1)C=O 4-Chloro-7-azaindole-2-carbaldehyde